N-[(6-Amino-2-pyridyl)sulfonyl]-2-[(3R,5S)-3,5-dimethyl-1-piperidyl]-6-(3-fluoro-5-isobutoxyphenyl)pyridin-3-carboxamid NC1=CC=CC(=N1)S(=O)(=O)NC(=O)C=1C(=NC(=CC1)C1=CC(=CC(=C1)OCC(C)C)F)N1C[C@@H](C[C@@H](C1)C)C